4-(1-hydroxy-2-(5-phenylhexahydrocyclopenta[c]pyrrol-2(1H)-yl)ethyl)phenol OC(CN1CC2C(C1)CC(C2)C2=CC=CC=C2)C2=CC=C(C=C2)O